(R)-5-([1,2,4]triazolo[1,5-a]pyridin-7-yl)-N-(3,3-difluoro-1-(oxetan-3-yl)piperidin-4-yl)-4-methoxypyrrolo[2,1-f][1,2,4]triazin-2-amine N=1C=NN2C1C=C(C=C2)C=2C=CN1N=C(N=C(C12)OC)N[C@H]1C(CN(CC1)C1COC1)(F)F